COC1=NC=CC=C1C1=CN2C(S1)=C(C=N2)C(=O)NC=2C(=NC=C(C2)C(NCCN2[C@@H](CCC2)C)=O)C (R)-2-(2-methoxypyridin-3-yl)-N-(2-methyl-5-((2-(2-methylpyrrolidin-1-yl)ethyl)carbamoyl)pyridin-3-yl)pyrazolo[5,1-b]thiazole-7-carboxamide